4-(5-fluoro-1,2,3,4-tetrahydroquinoline-2-yl)benzenesulfonamide FC1=C2CCC(NC2=CC=C1)C1=CC=C(C=C1)S(=O)(=O)N